2-chloro-4-aminophenol ClC1=C(C=CC(=C1)N)O